N1=C(N=CC=C1)N1N=CN=C1[C@H](C)NC1=CC=NC2=C(C=C(C=C12)C(F)(F)F)C(F)(F)F N-[(1S)-1-(2-pyrimidin-2-yl-1,2,4-triazol-3-yl)ethyl]-6,8-bis(trifluoromethyl)quinolin-4-amine